[N+](=O)([O-])C1=CC=C(C=C1)C([2H])([2H])OC([2H])([2H])C1=CC=CC=C1 1-nitro-4-((phenylmethoxy-d2)methyl-d2)benzene